C(C)[C@@H]1N(C[C@H](N(C1)C(C)C1=NC(=C(C=C1)C)OC)CC)C=1C=2C(N(C(C1)=O)C)=CN(N2)CC#N 2-(7-((2S,5R)-2,5-diethyl-4-(1-(6-methoxy-5-methylpyridin-2-yl)ethyl)piperazin-1-yl)-4-methyl-5-oxo-4,5-dihydro-2H-pyrazolo[4,3-b]pyridin-2-yl)acetonitrile